(R)-N-(2-(5,5-difluoro-1-oxa-7-azaspiro[3.5]nonan-7-yl)pyrimidin-4-yl)-1-isopropyl-4-(3-((methylsulfonyl)meth-yl)azetidin-1-yl)pyrido[3,4-d]pyridazin-7-amine FC1([C@]2(CCO2)CCN(C1)C1=NC=CC(=N1)NC1=CC=2C(=C(N=NC2C(C)C)N2CC(C2)CS(=O)(=O)C)C=N1)F